C1(CCC1)C1=CN=C(S1)C=1C=C(C(=O)N[C@H](C)C=2C=NC(=NC2)C(F)(F)F)C=C(C1)OC1CCOCC1 3-(5-cyclobutyl-1,3-thiazol-2-yl)-5-(tetrahydro-2H-pyran-4-yloxy)-N-{(1R)-1-[2-(trifluoromethyl)pyrimidin-5-yl]ethyl}benzamide